FC(OC1=CC=C(C=C1)OC(=O)C=1C=2C=NNC2C=CC1)(F)F (4-(trifluoromethoxy)phenyl)-1H-indazole-4-carboxylate